6-amino-9-(1'-(azetidin-3-yl)-[1,4'-bipiperidin]-4-yl)-7-(4-phenoxyphenyl)-7,9-dihydro-8H-purin-8-one NC1=C2N(C(N(C2=NC=N1)C1CCN(CC1)C1CCN(CC1)C1CNC1)=O)C1=CC=C(C=C1)OC1=CC=CC=C1